ethyl 7-{[2-(trimethylsilyl)ethoxy]methoxy}quinoline-8-carboxylate C[Si](CCOCOC1=CC=C2C=CC=NC2=C1C(=O)OCC)(C)C